FC(CN1N=CC=2C1=NC(=CN2)N2CC1(CC2=O)CCN(CC1)C=1C=NC(=CC1)C(F)(F)F)F 2-[1-(2,2-difluoroethyl)-1H-pyrazolo[3,4-b]pyrazin-6-yl]-8-[6-(trifluoromethyl)pyridin-3-yl]-2,8-diazaspiro[4.5]decan-3-one